(3R,6R)-3-(hydroxymethyl)-6-methyl-piperazine-2,5-dione OC[C@@H]1C(N[C@@H](C(N1)=O)C)=O